tert-butyl ((3R,4R)-1-(4-(4-(((2S,6R)-4-(8-cyanoquinolin-5-yl)-6-methylmorpholin-2-yl)methyl)piperazin-1-yl)-6-methylpyrimidin-2-yl)-4-methoxypyrrolidin-3-yl)carbamate C(#N)C=1C=CC(=C2C=CC=NC12)N1C[C@@H](O[C@@H](C1)C)CN1CCN(CC1)C1=NC(=NC(=C1)C)N1C[C@H]([C@@H](C1)OC)NC(OC(C)(C)C)=O